C1(=CC=CC=C1)P(C1=CC=CC=C1)N(C1CCC(CC1)CCCC)P(C1=CC=CC=C1)C1=CC=CC=C1 1-bis(diphenylphosphino)amino-4-butylcyclohexane